BrC1=C(C(=C(C=C1C=O)N(C(COC)=O)C)[N+](=O)[O-])F N-(4-bromo-3-fluoro-5-formyl-2-nitrophenyl)-2-methoxy-N-methylacetamide